2-[6-(trifluoromethyl)-3-pyridyl]propanal FC(C1=CC=C(C=N1)C(C=O)C)(F)F